(R)-3-(3-(6-bromopyridin-2-yl)-3-oxoprop-1-yn-1-yl)-3-hydroxy-1-methylpyrrolidin-2-one BrC1=CC=CC(=N1)C(C#C[C@]1(C(N(CC1)C)=O)O)=O